O1C[C@H](CC1)C12CC(CC(CC1)N2)N ((R)-tetrahydrofuran-3-yl)-8-azabicyclo[3.2.1]octan-3-amine